C(C)(=O)OC1=C(C=C(C=C1)\C=C\S(=O)(=O)CC1=C(C(=C(C(=C1F)F)F)F)F)OC(NC(C1=CC(=C(C=C1)[N+](=O)[O-])C)=O)=O (E)-2-[N-(3-methyl-4-nitrobenzoyl)carbamoyloxy]-4-{2-[(perfluorophenyl)mesyl]ethenyl}phenyl acetate